CN1C2=CC=CC=C2C(C12C=NC1=C(O2)C=CC2=CC=C(C=C21)N)(C)C 1,3,3-trimethyl-9'-aminospiro[indoline-2,3'-[3H]-naphtho[2,1-b][1,4]oxazine]